C(C)N(C1=CC(=C(C=O)C=C1)O)CC 4-diethylamino-2-hydroxybenzaldehyde